3-(2-Hydroxy-5-(4,4,5,5-tetramethyl-1,3,2-dioxaborolan-2-yl)phenyl)propenamide OC1=C(C=C(C=C1)B1OC(C(O1)(C)C)(C)C)C=CC(=O)N